9-(6-chloro-5-(dimethylamino)pyridin-3-yl)-6,7-dimethoxynaphtho[2,3]furan ClC1=C(C=C(C=N1)C1=C2C=C(C(=CC2=CC=2C=COC21)OC)OC)N(C)C